C[C@@H]1N(CCN(C1)C)C(C(=O)OC)CC methyl 2-((S)-2,4-dimethylpiperazin-1-yl)butanoate